(3S,4R)-4-(2-(2-chlorophenyl)-5,7-dihydroxy-4-oxo-4H-chromen-8-yl)-1-methylpiperidin-3-yl butyrate C(CCC)(=O)O[C@@H]1CN(CC[C@@H]1C=1C(=CC(=C2C(C=C(OC12)C1=C(C=CC=C1)Cl)=O)O)O)C